2,5-Lutidin N1=C(C=CC(=C1)C)C